C(C)SC=1C=2N(C=CC1)C(=NC2)C(C)(C)NC(OC(C)(C)C)=O tert-butyl (2-(8-(ethylthio)imidazo[1,5-a]pyridin-3-yl)prop-2-yl)carbamate